3-(4-((4-(2-((adamantan-1-yl)amino)ethyl)benzyl)thio)-6-fluoro-1-oxoisoindolin-2-yl)piperidine-2,6-dione C12(CC3CC(CC(C1)C3)C2)NCCC2=CC=C(CSC3=C1CN(C(C1=CC(=C3)F)=O)C3C(NC(CC3)=O)=O)C=C2